2-(6-((4-(((4-nitronaphthalen-1-yl)oxy)methyl)pyridin-2-yl)amino)pyrazin-2-yl)acetic acid [N+](=O)([O-])C1=CC=C(C2=CC=CC=C12)OCC1=CC(=NC=C1)NC1=CN=CC(=N1)CC(=O)O